1,4,7,10,13-pentoxacyclopentadecane O1CCOCCOCCOCCOCC1